phosphinomethyldiphenylphosphine oxide PCP(C1=CC=CC=C1)(C1=CC=CC=C1)=O